BrC1=CC=C2C(C(C=3C=CC=C1C32)C3C(NC(CC3)=O)=O)=O 3-(5-bromo-2-oxo-1H-acenaphthylen-1-yl)piperidine-2,6-dione